CCCCCCCCCC/C=C\CCCCCCCCCC(=O)O[C@H](COC(=O)CCCCCCC/C=C\CCCC)COP(=O)([O-])OCC[N+](C)(C)C 1-(9Z-tetradecenoyl)-2-(11Z-docosenoyl)-glycero-3-phosphocholine